1-(4-(3-ethyl-2-(1H-pyrazolo[3,4-b]pyridin-4-yl)-1H-indol-5-yl)piperidin-1-yl)-2-(methylamino)ethan-1-one C(C)C1=C(NC2=CC=C(C=C12)C1CCN(CC1)C(CNC)=O)C1=C2C(=NC=C1)NN=C2